ethyl 3-[3-[2-(2-allylhydrazino)-1-methyl-2-oxo-ethyl]-2-fluoro-phenyl]propanoate hydrochloride Cl.C(C=C)NNC(C(C)C=1C(=C(C=CC1)CCC(=O)OCC)F)=O